5-[2-fluoro-6-hydroxy-4-[[2-(1-methyl-4-piperidyl)ethylamino]methyl]phenyl]-1,1-dioxo-1,2,5-thiadiazolidin-3-one FC1=C(C(=CC(=C1)CNCCC1CCN(CC1)C)O)N1CC(NS1(=O)=O)=O